5-Iodo-7-methyl-7H-pyrrolo[2,3-c]pyridazine IC1=CN(C=2N=NC=CC21)C